ClC1=CC(=C(C2=CC=CC=C12)OC1CCNCC1)C1=C2C(=NC=C1)C=C(S2)CN2C(C1C(C1C2=O)(C)C)=O 3-((7-(4-chloro-1-(piperidin-4-yloxy)naphthalen-2-yl)thieno[3,2-b]pyridin-2-yl)methyl)-6,6-dimethyl-3-azabicyclo[3.1.0]hexane-2,4-dione